3-(3-(1',2'-dihydrospiro[cyclopropane-1,3'-pyrrolo[2,3-b]pyridin]-5'-yl)-2-fluorophenyl)pyrrolidin-2-one N1CC2(C=3C1=NC=C(C3)C=3C(=C(C=CC3)C3C(NCC3)=O)F)CC2